N-cyclopropyl-5-fluoro-4-(3-oxo-5,6,7,8-tetrahydro[1,2,4]triazolo[4,3-a]pyridin-2(3H)-yl)-2-{[(2S)-1,1,1-trifluoropropan-2-yl]oxy}benzamide C1(CC1)NC(C1=C(C=C(C(=C1)F)N1N=C2N(CCCC2)C1=O)O[C@H](C(F)(F)F)C)=O